C(C)(C)(C)NC(CN(C)C1=C2C(=NC(=C1)C1=NC=CC(=C1)OCCN(C)C)CCC2)=O N-tert-butyl-2-[(2-{4-[2-(dimethylamino)ethoxy]pyridin-2-yl}-5H,6H,7H-cyclopenta[b]pyridin-4-yl)(methyl)amino]acetamide